O=C1CC(C2=C1C=CC=1C=CC=CC21)=C(C#N)C#N 2-(3-oxo-2,3-dihydro-1H-cyclopentanaphthalene-1-ylidene)malononitrile